ClC1=CC(=C(C=C1)C1=NC(=NC2=C1N=C(N(C2=O)C)C)[C@@H]2C[C@@H](OCC2)C=2C=NN(C2)C)F 8-(4-chloro-2-fluorophenyl)-2,3-dimethyl-6-((2R,4S)-2-(1-methyl-1H-pyrazol-4-yl)tetrahydro-2H-pyran-4-yl)pyrimido[5,4-d]pyrimidin-4(3H)-one